N-(1-isopropylpiperidin-4-yl)-2-(1H-pyrazol-4-yl)-9-(3-(pyrrolidin-1-yl)propyl)-9H-purin-6-amine C(C)(C)N1CCC(CC1)NC1=C2N=CN(C2=NC(=N1)C=1C=NNC1)CCCN1CCCC1